methyl 2-acetamido-5-(4-(trifluoromethyl)benzyloxy)benzoate C(C)(=O)NC1=C(C(=O)OC)C=C(C=C1)OCC1=CC=C(C=C1)C(F)(F)F